ethyl (S)-3-amino-3-(5-benzylthiophen-2-yl)propanoate N[C@@H](CC(=O)OCC)C=1SC(=CC1)CC1=CC=CC=C1